2-(4-bromo-2-chloro-phenyl)-N,N-dimethyl-ethanamine BrC1=CC(=C(C=C1)CCN(C)C)Cl